ClC1=C2C=C(N(C2=CC=C1Cl)C)C(=O)NC1(CCN(CC1)C(=O)OC(C)(C)C)C1=CC=CC=C1 tert-butyl 4-[(4,5-dichloro-1-methyl-indole-2-carbonyl)amino]-4-phenyl-piperidine-1-carboxylate